2-(2,4-Difluoro-phenyl)-N-[(3S)-2-oxo-5-phenyl-1,3-dihydro-1,4-benzo-diazepin-3-yl]-imidazo[1,2-b]-pyridazine-3-carboxamide FC1=C(C=CC(=C1)F)C=1N=C2N(N=CC=C2)C1C(=O)N[C@@H]1C(NC2=C(C(=N1)C1=CC=CC=C1)C=CC=C2)=O